C(C)OC(C(=C(C)OC(C)=O)C1=CC=C(C=C1)C#N)=O Ethyl-3-acetoxy-2-(4-cyanophenyl)but-2-enoate